ethyl (2-(3-(3-(pentan-3-ylcarbamoyl)-1H-pyrazol-5-yl)phenyl)oxazole-5-carbonyl)-L-leucinate CCC(CC)NC(=O)C1=NNC(=C1)C=1C=C(C=CC1)C=1OC(=CN1)C(=O)N[C@@H](CC(C)C)C(=O)OCC